C(C)OC1=NC(=NC=C1)NCC=1C(=NOC1C1=CC=C(C(=N1)C)NC(=O)C1C(CCCC1)C(=O)O)C 2-((6-(4-(((4-ethoxypyrimidin-2-yl)amino)methyl)-3-methylisoxazol-5-yl)-2-methylpyridin-3-yl)carbamoyl)cyclohexane-1-carboxylic acid